8-phenyl-1,3-diazaspiro[4.5]decane-1-carboxylic acid C1(=CC=CC=C1)C1CCC2(CNCN2C(=O)O)CC1